C(CC)OC(=O)CCCCC Pentane-1-carboxylic acid propyl ester